2-Bromo-5-(4-(trifluoromethyl)-1H-imidazol-2-yl)pyridine BrC1=NC=C(C=C1)C=1NC=C(N1)C(F)(F)F